IC1=NNC=2N=C(NC(C21)=O)C 3-iodo-6-methyl-1H,4H,5H-pyrazolo[3,4-d]Pyrimidin-4-one